Ethyl 5-amino-3-fluoro-2-[1-(2,2,2-trifluoroethyl)-1H-pyrazol-4-yl]benzoate NC=1C=C(C(=C(C(=O)OCC)C1)C=1C=NN(C1)CC(F)(F)F)F